BrC(C(=O)C1=NC(=C(C=C1NCC1=CC=C(C=C1)OC)F)Br)C(CC)=O 2-bromo-1-[6-bromo-5-fluoro-3-[(4-methoxyphenyl)methylamino]-2-pyridyl]pentane-1,3-dione